CC1=C(C(=CC=C1)C)SC1=C2C(=C(N=N1)C1=CC(=CC=C1)C(F)(F)F)SC=C2 4-(2,6-dimethylphenylthio)-7-(3-(trifluoromethyl)phenyl)thieno[2,3-d]Pyridazine